FC=1C=NC=CC1C1=CC=C(C=C1)[C@H](CO)NC(=O)[C@H]1NC[C@@H](C1)O (2S,4R)-N-[(1R)-1-[4-(3-fluoro-4-pyridyl)phenyl]-2-hydroxy-ethyl]-4-hydroxy-pyrrolidine-2-carboxamide